2-(1-(3-cyano-5-methyl-phenyl)-1H-pyrazol-4-yl)-N-(3-cyclopropyl-1H-pyrazol-5-yl)propanamide C(#N)C=1C=C(C=C(C1)C)N1N=CC(=C1)C(C(=O)NC1=CC(=NN1)C1CC1)C